tert-butyl 5-((1R,2R)-2-(((tert-butyldiphenylsilyl)oxy)methyl)cyclopropyl)-2,2-dimethylpentanoate [Si](C1=CC=CC=C1)(C1=CC=CC=C1)(C(C)(C)C)OC[C@H]1[C@@H](C1)CCCC(C(=O)OC(C)(C)C)(C)C